2,3-dihydro-5-phenyl-1,4-dithiine 1,1,4,4-tetraoxide C1(=CC=CC=C1)C=1S(CCS(C1)(=O)=O)(=O)=O